3-picoline N1=CC(=CC=C1)C